N-(4-(4-((3-cyano-3-methylbutyl)sulfonylamino)-3-fluorophenyl)-1H-pyrrolo[2,3-b]pyridin-6-yl)cyclopropylcarboxamide C(#N)C(CCS(=O)(=O)NC1=C(C=C(C=C1)C1=C2C(=NC(=C1)NC(=O)C1CC1)NC=C2)F)(C)C